CC1=CC=CC(=N1)C1=C(N=CN1)C=1C=C2C=C(C=NC2=CC1)C=1C=C(C(=O)O[C@@H]2CNCC2)C=CC1 [(3S)-pyrrolidin-3-yl] 3-[6-[5-(6-methyl-2-pyridyl)-1H-imidazol-4-yl]-3-quinolyl]benzoate